7-fluoro-N-({1-[(2-methoxyethyl)trimethyl-$l^{5}-silyl]-5-methylimidazol-4-yl}methyl)-1H,2H,3H-benzo[b]pyrrolizine-9-carboxamide FC=1C=CC2=C(C(=C3CCCN23)C(=O)NCC=2N=CN(C2C)[Si](C)(C)(C)CCOC)C1